methyl 1-[1-(benzenesulfonyl)pyrrolo[3,2-b]pyridin-6-yl]oxycyclopropanecarboxylate C1(=CC=CC=C1)S(=O)(=O)N1C=CC2=NC=C(C=C21)OC2(CC2)C(=O)OC